N-[1-(cyclopropylmethyl)-1H-pyrazol-4-yl]-1-[4-fluoro-2-(2,2,2-trifluoroethoxy)phenyl]-2-oxo-1,2-dihydropyridine-3-carboxamide C1(CC1)CN1N=CC(=C1)NC(=O)C=1C(N(C=CC1)C1=C(C=C(C=C1)F)OCC(F)(F)F)=O